C(C)NC1=CC(=C(C(=C1)Cl)OC=1C=C2C(=NN(C2=CC1)COCC[Si](C)(C)C)OC)Cl Ethyl-3,5-dichloro-4-((3-methoxy-1-((2-(trimethylsilyl)ethoxy)-methyl)-1H-indazol-5-yl)oxy)aniline